O1CCN(CC1)C1=CC(NN=C1)=O 5-morpholino-pyridazin-3-one